C(C1=CC=CC=C1)OC1=CC=C(C=N1)S(=O)(=O)N1CC2CC[C@H](C1)N2C(=O)OCCOC (2R,5R)-3-((6-(benzyloxy)pyridin-3-yl)sulfonyl)-8-((2-methoxyethoxy)-carbonyl)-3,8-diazabicyclo[3.2.1]octane